IC1=CC(=C(C(=O)NC2=CC=CC=3N=C4N(CCCC4)C32)C=C1)N1CCC3(CC3)CC1 4-iodo-2-(6-azaspiro[2.5]octan-6-yl)-N-(benzo[4,5]imidazo[1,2-a]piperidin-9-yl)benzamide